diphenyl-N4,N4'-bis(4-(9-phenyl-9H-carbazol-3-yl)phenyl)-[1,1'-biphenyl]-4,4'-diamine C1(=CC=CC=C1)C=1C(=C(C=CC1NC1=CC=C(C=C1)C=1C=CC=2N(C3=CC=CC=C3C2C1)C1=CC=CC=C1)C1=CC=C(C=C1)NC1=CC=C(C=C1)C=1C=CC=2N(C3=CC=CC=C3C2C1)C1=CC=CC=C1)C1=CC=CC=C1